COCN1C=2C=CC=CC2C=2C=C3C(=CC12)C(C3)=O 4-(methoxymethyl)-1,4-dihydro-2H-cyclobuta[b]carbazol-2-one